CC1(CC(C1)(C1=CC(=CC=C1)N1C(C2=CC(=CC(=C2C1)C(F)(F)F)CN1C[C@H](OCC1)C)=O)CC1=NN=CN1C)C#N (1S,3S)-1-methyl-3-((4-methyl-4H-1,2,4-triazol-3-yl)methyl)-3-(3-(6-(((R)-2-methylmorpholinyl)methyl)-1-oxo-4-(trifluoromethyl)isoindolin-2-yl)phenyl)cyclobutane-1-carbonitrile